FC=1C(=CC=2C3=C(NC(C2C1)=O)COCC3C3=C(C(=O)NC)C=CC(=C3F)C(F)(F)F)F (8,9-difluoro-6-oxo-1,4,5,6-tetrahydro-2H-pyrano[3,4-c]isoquinolin-1-yl)-3-fluoro-N-methyl-4-(trifluoromethyl)benzamide